(4-chlorophenyl)sulfamic acid sodium salt [Na+].ClC1=CC=C(C=C1)NS([O-])(=O)=O